4-(3,3-bis(2-methoxyethyl)ureido)benzamide COCCN(C(NC1=CC=C(C(=O)N)C=C1)=O)CCOC